3,5-Dimethyl-N-(1-methyl-1H-indazol-5-yl)-1H-pyrazole-4-sulfonamide CC1=NNC(=C1S(=O)(=O)NC=1C=C2C=NN(C2=CC1)C)C